C(C)(C)(C)OC(=O)N1C[C@@H]2COC3=C(CN2CC1)C=C(C(=C3)Br)F (12aR)-9-bromo-8-fluoro-3,4,12,12a-tetrahydro-6H-pyrazino[2,1-C][1,4]benzooxazepine-2(1H)-carboxylic acid tert-butyl ester